BrC=1C(=NC(=NC1)Cl)NC=1C(=C2C=C(C(=NC2=CC1)C)F)P(C)(C)=O (6-((5-bromo-2-chloropyrimidin-4-yl)amino)-3-fluoro-2-methylquinolin-5-yl)dimethylphosphine oxide